tert-butyl (3S,5S)-3-fluoro-5-[[4-[4-[3-fluoro-4-(isopropylsulfonylamino)-2-methyl-phenoxy]-2-methyl-thiazol-5-yl]pyrimidin-2-yl]amino]piperidine-1-carboxylate F[C@@H]1CN(C[C@H](C1)NC1=NC=CC(=N1)C1=C(N=C(S1)C)OC1=C(C(=C(C=C1)NS(=O)(=O)C(C)C)F)C)C(=O)OC(C)(C)C